(4,4'-bis(5-hexylthiophen-2-yl)-2,2'-bipyridyl) ruthenium [Ru].C(CCCCC)C1=CC=C(S1)C1=CC(=NC=C1)C1=NC=CC(=C1)C=1SC(=CC1)CCCCCC